methyl 2-chloro-4-(cyclopentylamino)-6-fluorobenzoate ClC1=C(C(=O)OC)C(=CC(=C1)NC1CCCC1)F